CC=1C=C(\C=N\NC2=C3N=CN(C3=NC(=N2)N2CCOCC2)C=2C=CC(=NC2)O)C=CC1 (E)-5-(6-(2-(3-methylbenzylidene)hydrazinyl)-2-morpholino-9H-purin-9-yl)pyridin-2-ol